(1-aminocyclopropyl)carboxylic acid NC1(CC1)C(=O)O